N-hydroxy-2-[[2-(6-methoxypyridin-3-yl)-4-morpholin-4-ylthieno[3,2-d]pyrimidin-6-yl]methyl-methylamino]pyrimidine-5-carboxamide ONC(=O)C=1C=NC(=NC1)N(C)CC1=CC=2N=C(N=C(C2S1)N1CCOCC1)C=1C=NC(=CC1)OC